(2-amino-1-{4-[1-(tert-butoxycarbonyl)piperidin-4-yl]-5-fluoro-1H-pyrrolo[2,3-b]pyridin-2-yl}ethoxy)acetic acid NCC(OCC(=O)O)C1=CC=2C(=NC=C(C2C2CCN(CC2)C(=O)OC(C)(C)C)F)N1